CC1=COC=2N=CN=C(C21)N2CC=1C=C(C=NC1CC2)N2C1=C(OCC2)N=CC=C1 1-[6-(5-methylfuro[2,3-d]pyrimidin-4-yl)-7,8-dihydro-5H-1,6-naphthyridin-3-yl]-2,3-dihydropyrido[2,3-b][1,4]oxazine